CC1=C(C2=C(N=N1)OC1=C2N=CN=C1NCC=1C=C(C=CC1)C1(CCC1)O)C 1-[3-[[(3,4-dimethylpyrimido[4',5':4,5]furo[2,3-c]pyridazin-8-yl)amino]methyl]phenyl]cyclobutan-ol